CP(=O)(C)C1=C(C=CC=C1)NC1=NC(=NC=C1C(F)(F)F)NC1=CC(=C(C(=O)NOCC(C)C)C=C1OC)F 4-((4-((2-(dimethylphosphoryl)phenyl)amino)-5-(trifluoromethyl)pyrimidin-2-yl)amino)-2-fluoro-N-isobutoxy-5-methoxybenzamide